C1(CCCCC1)CCCC(=O)NC1=C(C(=C(C(=C1F)F)C(F)(F)F)F)F 4-cyclohexyl-N-(2,3,5,6-tetrafluoro-4-(trifluoromethyl)phenyl)butanamide